[H-].C[N+]1(CCOCC1)[O-] N-Methyl-morpholine N-oxide monohydride